5-((4-((5-Cyclopropyl-3-(3,5-dichloropyridin-4-yl)isoxazol-4-yl)methoxy)bicyclo[2.2.2]octan-1-yl)ethynyl)-1H-indazol C1(CC1)C1=C(C(=NO1)C1=C(C=NC=C1Cl)Cl)COC12CCC(CC1)(CC2)C#CC=2C=C1C=NNC1=CC2